C(C)(C)(C)[Si](C1=CC=CC=C1)(C1=CC=CC=C1)OC1=C(C=C2OC(O[C@H]21)(C)C)F tert-butyl-(((3aR,4R,6aR)-5-fluoro-2,2-dimethyl-3aH-cyclopenta[d][1,3]dioxol-4-yl)oxy)diphenylsilane